COC(C1=CC(=CC(=C1)SC(F)(F)F)Cl)=O 3-chloro-5-[(trifluoromethyl)thio]benzoic acid methyl ester